1-((3,3-difluoro-1-methylcyclobutyl)methyl)-3-(2,2-difluorobicyclo[1.1.1]pentan-1-yl)-N-(2-(S-methylsulfonimidoyl)pyridin-4-yl)-4-(trifluoromethyl)-1H-pyrazole-5-carboxamide FC1(CC(C1)(C)CN1N=C(C(=C1C(=O)NC1=CC(=NC=C1)S(=O)(=N)C)C(F)(F)F)C12C(C(C1)C2)(F)F)F